2-(1-(4-(2,6-bis(benzyloxy)pyridin-3-yl)phenyl)piperidin-4-yl)acetic acid tert-butyl ester C(C)(C)(C)OC(CC1CCN(CC1)C1=CC=C(C=C1)C=1C(=NC(=CC1)OCC1=CC=CC=C1)OCC1=CC=CC=C1)=O